tert-butyl 3-(2-(cyclobutylamino)ethyl)azetidine-1-carboxylate C1(CCC1)NCCC1CN(C1)C(=O)OC(C)(C)C